(2Z,2'E)-2,2'-((ethan-1,2-diylbis(azandiyl))bis(methanylylidene))bis(3-oxo-3-phenylpropannitril) C(CN\C=C(/C#N)\C(=O)C1=CC=CC=C1)N\C=C(\C#N)/C(C1=CC=CC=C1)=O